ClC1=CC=2N(C=C1)C(=NC2C(=O)O)C 7-chloro-3-methylimidazo[1,5-a]pyridine-1-carboxylic acid